3-(2-methyl-5-(5-(4-(4-methylpiperazin-1-yl)piperidin-1-yl)pentyl)-4-oxoquinazolin-3(4H)-yl)piperidine-2,6-dione CC1=NC2=CC=CC(=C2C(N1C1C(NC(CC1)=O)=O)=O)CCCCCN1CCC(CC1)N1CCN(CC1)C